FC=1C(=NC=C(C1)F)NC(C1=CC=C(C=C1)C(F)(F)F)C=1NC(=C(N1)S(=O)(=N)C)C 3,5-difluoro-N-[[5-methyl-4-(methylsulfonimidoyl)-1H-imidazol-2-yl]-[4-(trifluoromethyl)phenyl]methyl]pyridin-2-amine